1-[1-[(2R,4R,5R)-5-[[bis(4-methoxyphenyl)-phenyl-methoxy]methyl]-4-hydroxy-tetrahydrofuran-2-yl]-2-oxo-pyrimidin-4-yl]-3-(2-naphthyl)urea COC1=CC=C(C=C1)C(OC[C@@H]1[C@@H](C[C@@H](O1)N1C(N=C(C=C1)NC(=O)NC1=CC2=CC=CC=C2C=C1)=O)O)(C1=CC=CC=C1)C1=CC=C(C=C1)OC